ClC=1C=C(N(C([C@H](CCC2=CC(=C(C=C2)C(F)(F)F)Cl)NC(=O)OCC2C3=CC=CC=C3C=3C=CC=CC23)=O)CC(=O)O)C=CC1 2-(3-chloro-N-[(2S)-4-[3-chloro-4-(trifluoromethyl)phenyl]-2-(9H-fluoren-9-ylmethoxycarbonyl-amino)butanoyl]anilino)acetic acid